tetramethylenebis(p-hydroxybenzoic acid) OC1=CC(=C(C(=O)O)C=C1)CCCCC1=C(C(=O)O)C=CC(=C1)O